(5aR,5bS,7aS,8S,10aS,10bR)-5a,7a-dimethyl-2-((4-methylpiperazin-1-yl)amino)-5,5a,5b,6,7,7a,8,9,10,10a,10b,11-dodecahydro-4H-cyclopenta[7,8]phenanthro[2,1-d]thiazol-8-yl butyrate C(CCC)(=O)O[C@H]1CC[C@@H]2[C@@]1(CC[C@@H]1[C@]3(CCC=4N=C(SC4C3=CC[C@@H]21)NN2CCN(CC2)C)C)C